(dimethylamino)but-2-enoic acid hydrochloride Cl.CN(C)C(C(=O)O)=CC